C1(CC1)CNCC(=O)N1CCN(CC1)C1=CC=C2C(=N1)C(=C(N2)C=2C(=C(C=1N(C2)N=CN1)C)C)C(C)C 2-((cyclopropylmethyl)amino)-1-(4-(2-(7,8-dimethyl-[1,2,4]triazolo[1,5-a]pyridin-6-yl)-3-isopropyl-1H-pyrrolo[3,2-b]pyridin-5-yl)piperazin-1-yl)ethan-1-one